ClC1=CSC2=C1NC(=C2)C(=O)N2[C@H]1CC([C@@H]([C@@H]2C(=O)N[C@H](C[C@H]2C(NCC2)=O)C#N)CC1)(F)F (1R,3R,4R)-2-(3-chloro-4H-thieno[3,2-b]pyrrole-5-carbonyl)-N-((R)-1-cyano-2-((S)-2-oxopyrrolidin-3-yl)ethyl)-5,5-difluoro-2-azabicyclo[2.2.2]octane-3-carboxamide